Cl.Cl.Cl.Cl.NC1=C(C=CC2=C(C(=CC=C12)N)N)N 1,2,5,6-Tetraaminonaphthalene tetra-hydrochloride